(E)-N-(2-methylmercaptoethyl)-3-(p-tolyl)-N-(2-pyridyl)prop-2-enamide CSCCN(C(\C=C\C1=CC=C(C=C1)C)=O)C1=NC=CC=C1